C1(CC1)[C@H](CC(=O)O)C1=CC(=NC=C1)OCC1CCN(CC1)C1=C(C=CC(=C1)OC)C(N(C1=NC(=CC=C1)C)CC(CCCCCCCCCCCCCCCCCCCCCCO)(C)C)=O (S)-3-cyclopropyl-3-(2-((1-(2-((24-hydroxy-2,2-dimethyltetracosyl)(6-methylpyridin-2-yl)carbamoyl)-5-methoxyphenyl)piperidin-4-yl)methoxy)pyridin-4-yl)propanoic acid